C(=O)(O)C1=C(C=CC=C1C(=O)O)CC1=C(C(=CC=C1)C(=O)O)C(=O)O bis-(2,3-dicarboxyphenyl)methane